4,4'-azobipyridyl C1=CN=C2C=C1N=NC3=CC2=NC=C3